FC(C)(F)C=1C(=NC(=NC1)N)OC 5-(1,1-difluoroethyl)-4-methoxy-pyrimidin-2-amine